1,3,5-tris(α-hydroxyisopropyl)naphthalene OC(C)(C)C1=CC(=CC2=C(C=CC=C12)C(C)(C)O)C(C)(C)O